2,6-dimethyl-1,4-benzenediol CC1=C(C(=CC(=C1)O)C)O